C(C)OC(C(=O)NCC1=CC(=C(C=C1)Cl)OC(F)(F)F)=O 2-((4-chloro-3-(trifluoromethoxy)benzyl)amino)-2-oxoacetic acid ethyl ester